1-(2-fluoro-4-methoxyphenyl)-3-methyl-1H-pyrazol-5(4H)-one FC1=C(C=CC(=C1)OC)N1N=C(CC1=O)C